BrC=1C=NC=CC1C1=CC(=C(C#N)C=C1)C 4-(3-bromopyridin-4-yl)-2-methylbenzonitrile